BrC=1C(=NC(=CC1)N(C(=O)OC(C)(C)C)C(=O)OC(C)(C)C)C(=O)[O-] 3-bromo-6-(bis(tert-butoxycarbonyl)amino)picolinate